C(C1=CC=CC=C1)N1C(OCC1)=S 3-Benzyl-1,3-oxazolidin-2-thion